C1(CCCC1)C(C)NCC1=C2C(=NC(=C1)C(=O)N)C=CN2 7-(((1-cyclopentylethyl)amino)methyl)-1H-pyrrolo[3,2-b]pyridine-5-carboxamide